C(#N)C1=CC=C(C=C1)NC=1N=C(C2=C(N1)CCN(C2)C(CN2CC(C2)O)=O)OC2=C(C=C(C#N)C=C2C)C 4-((2-((4-cyanophenyl)amino)-6-(2-(3-hydroxyazetidin-1-yl)acetyl)-5,6,7,8-tetrahydropyrido[4,3-d]pyrimidin-4-yl)oxy)-3,5-dimethylbenzonitrile